7-[4-(4-methylpiperazin-1-yl)-1-piperidyl]-2-[2-(6-methyl-2-pyridyl)imidazo[1,2-a]pyridin-3-yl]-1,5-naphthyridine CN1CCN(CC1)C1CCN(CC1)C1=CN=C2C=CC(=NC2=C1)C1=C(N=C2N1C=CC=C2)C2=NC(=CC=C2)C